COCCOCCOCCOCCOCCOCCOC1=C(OCCOCCOCCOCCOCCOCCOCCOCCOCCNC(OC(C)(C)C)=O)C=CC(=C1)[N+](=O)[O-] tert-butyl N-{26-[2-(2,5,8,11,14,17-hexaoxanonadecan-19-yloxy)-4-nitrophenoxy]-3,6,9,12,15,18,21,24-octaoxahexacosan-1-yl}carbamate